C1(CC1)C([C@@H](C(=O)NC1=NC(=C(C(=C1)F)C=1C(=NNC1C)C)F)NC(=O)C=1N(N=CC1)CC)C1CC1 N-[(1S)-1-(dicyclopropylmethyl)-2-[[5-(3,5-dimethyl-1H-pyrazol-4-yl)-4,6-difluoro-2-pyridyl]amino]-2-oxo-ethyl]-2-ethyl-pyrazole-3-carboxamide